FC1=CC=CC=2N=CCC(=CC21)C(=O)N(CCC)CCO 6-fluoro-N-(2-hydroxyethyl)-N-propyl-3H-benzo[b]azepin-4-carboxamide